N-(2-pyridinylmethyl)-N'-3-pyrrolidinyl-N'-(5,6,7,8-tetrahydro-8-quinolinyl)-1,4-benzenedimethanamine N1=C(C=CC=C1)CNCC1=CC=C(C=C1)CN(C1CCCC=2C=CC=NC12)C1CNCC1